FC=1C=C(C=CC1)C(=O)N1CC2(CC2C1)C#CC1=NC(=CC=C1)C (3-fluorophenyl)(1-((6-methylpyridin-2-yl)ethynyl)-3-azabicyclo[3.1.0]hexan-3-yl)methanone